FC(C(=O)O)(F)F.NCC1(CCC(CC1)SCC1=NC2=CC(=CC(=C2C(N1)=O)F)NC1CCCC1)F 2-(((cis-4-(aminomethyl)-4-fluorocyclohexyl)thio)methyl)-7-(cyclopentylamino)-5-fluoroquinazolin-4(3H)-one trifluoroacetate salt